(3S,4S)-8-[8-(2,3-dichlorophenyl)imidazo[1,2-c]pyrimidin-5-yl]-3-methyl-2-oxa-8-azaspiro[4.5]decan-4-amine ClC1=C(C=CC=C1Cl)C=1C=2N(C(=NC1)N1CCC3([C@@H]([C@@H](OC3)C)N)CC1)C=CN2